vinyl Fluorocarbonate C(OC=C)(=O)F